C(C1=CC=CC=C1)OC(C(=O)OCC)(CCCC(CCNC1=NC(=C(C=C1C(F)(F)F)[N+](=O)[O-])C(NNC(=O)OC(C)(C)C)=O)(C)C)C(F)(F)F Ethyl 2-benzyloxy-8-[[6-[(tert-butoxycarbonylamino)carbamoyl]-5-nitro-3-(trifluoromethyl)-2-pyridyl]amino]-6,6-dimethyl-2-(trifluoromethyl)octanoate